COC1=CC=C(C=C1)CN(S(=O)(=O)C=1C=CC2=C(N(C[C@@]3(CCCC4=CC(=CC=C34)Cl)CO2)C[C@H]2[C@@H](CC2)C(=O)OC)C1)CC1=CC=C(C=C1)OC methyl (1R,2R)-2-[[(3S)-7-[bis[(4-methoxyphenyl)methyl]sulfamoyl]-6'-chloro-spiro[2,4-dihydro-1,5-benzoxazepine-3,1'-tetralin]-5-yl]methyl]cyclobutanecarboxylate